F[C@@H]1C[C@@H](N(C1)C)C=1N=C2N(C=C(N=C2)NC(=O)C=2C=C3C=NN(C3=CC2)C)C1 N-(2-((2R,4R)-4-fluoro-1-methylpyrrolidin-2-yl)imidazo[1,2-a]pyrazin-6-yl)-1-methyl-1H-indazole-5-carboxamide